1-(7-bromobenzo[D][1,3]dioxan-4-yl)ethan-1-one BrC=1C=CC2=C(OCOC2C(C)=O)C1